CN1CCC(CC1)OC1=CC=2N(C=C1)C(=CN2)C2=CC(=NC=N2)NCC2=CC=C(C=C2)C=2C=NN(C2)C {6-[7-(1-methyl-piperidin-4-yloxy)-imidazo[1,2-a]pyridin-3-yl]-pyrimidin-4-yl}-[4-(1-methyl-1H-pyrazol-4-yl)-benzyl]-amine